C(C)(C)(C)OC(=O)N(C(OC(C)(C)C)=O)C=1N=NC(=C(C1)C)Cl tert-butyl (tert-butoxycarbonyl)(6-chloro-5-methylpyridazin-3-yl)carbamate